CC1=CC=C(C=C1)S(=O)(=O)NCCN N-p-toluenesulfonyl-1,2-ethylenediamine